4-(3-((((1R,3R)-3-aminocyclohexyl)methyl)amino)-1-(3-chloro-2-methyl-2H-indazol-5-yl)-1H-pyrazol-5-yl)-2-fluorobenzonitrile N[C@H]1C[C@@H](CCC1)CNC1=NN(C(=C1)C1=CC(=C(C#N)C=C1)F)C1=CC2=C(N(N=C2C=C1)C)Cl